4-(propan-1-yn-1-yl)-1-(4-(trifluoromethyl)benzyl)-1H-indazole-7-carboxylic acid C(#CC)C1=C2C=NN(C2=C(C=C1)C(=O)O)CC1=CC=C(C=C1)C(F)(F)F